C1(=CC=CC=C1)CCCCP(=O)(O)CC(C(=O)O)CCC(=O)O 2-[[(4-phenylbutyl)hydroxyphosphinyl]methyl]pentanedioic acid